BrC1=CC(=CC=2C3=CC(=CC(=C3N(C12)CCBr)Br)Br)Br 1,3,6,8-Tetrabromo-9-(2-bromoethyl)-9H-carbazole